ClC1=CC=C(C=C1)C(C(F)(F)F)N(S(=O)(=O)C1=CN=C2N1N=CC=C2)C N-(1-(4-chlorophenyl)-2,2,2-trifluoroethyl)-N-methylimidazo[1,2-b]pyridazine-3-sulfonamide